(R)-4-((5-(2-chloro-4-fluoro-3-hydroxyphenyl)-1,3,4-thiadiazol-2-yl)methyl)-6-(1-phenylethyl)-4,6-diazaspiro[2.4]heptane-5,7-dione ClC1=C(C=CC(=C1O)F)C1=NN=C(S1)CN1C2(CC2)C(N(C1=O)[C@H](C)C1=CC=CC=C1)=O